(S)-7-(1-(3-(4-nitrophenyl)propanoyl)piperidin-4-yl)-2-(4-phenoxyphenyl)-4,5,6,7-tetrahydropyrazolo[1,5-a]pyrimidine-3-carboxamide [N+](=O)([O-])C1=CC=C(C=C1)CCC(=O)N1CCC(CC1)[C@@H]1CCNC=2N1N=C(C2C(=O)N)C2=CC=C(C=C2)OC2=CC=CC=C2